C1(CC1)NC(C1=NC=C(C=C1)O[C@@H]1[C@H](N(C1)CC1=CC=2C3=C(N(C(NC3=C1F)=O)CC)N=CN2)C)=O N-cyclopropyl-5-(((2R,3S)-1-((3-ethyl-9-fluoro-2-oxo-2,3-dihydro-1H-pyrimido[4,5,6-de]quinazolin-8-yl)methyl)-2-methylazetidin-3-yl)oxy)picolinamide